O=C1C2(CC3=CC=CC=C13)CCCCC2 (1s,4s)-1'-oxo-1',3'-dihydrospiro[cyclohexane-1,2'-indene]